CC1(CC=CC2=NC3=CC=CC=C3C=C12)C dimethyl-dihydroacridine